C(=O)C=1C=C(C[C@H](N)C(=O)O)C=CC1O 3-formyltyrosine